C(C)(C)(C)OC(NCCOC1=CC2=C(N(C(N2C)=O)C2C(NC(CC2)=O)=O)C=C1)=O.OC1C(N2CCC1CC2)CC=2C=NC=CC2 3-hydroxy-2-(3-pyridylmethyl)quinuclidine tert-butyl-N-[2-[1-(2,6-dioxo-3-piperidyl)-3-methyl-2-oxo-benzimidazol-5-yl]oxyethyl]carbamate